1-methylcyclopentan-1-aminium chloride [Cl-].CC1(CCCC1)[NH3+]